[S-]S[S-].[Zn+2] zinc trisulfide